5-[3-((R)-(+)-6,8-dibromo-1,2,3,4-tetrahydro-quinolin-4-ylamino)-propylamino]-4H-thieno[3,2-b]pyridin-7-one BrC=1C=C2[C@@H](CCNC2=C(C1)Br)NCCCNC1=CC(C2=C(N1)C=CS2)=O